[Au].[Pd].[Cr] chromium palladium gold